3-benzyl-6-(3-chlorobenzyl)-2,3,4,6-tetrahydropyrido[3,4-c][1,8]naphthyridine-5(1H)-one C(C1=CC=CC=C1)N1CC=2C(N(C=3N=CC=CC3C2CC1)CC1=CC(=CC=C1)Cl)=O